(3S)-tert-butyl 4-((3S)-9-chloro-10-(2,4-difluorophenyl)-3-((1-ethylpiperidin-4-yl)methyl)-5-oxo-3,5-dihydro-2H-[1,4]thiazino[2,3,4-ij]quinazolin-7-yl)-3-methylpiperazine-1-carboxylate ClC=1C=C2C(=NC(N3C2=C(C1C1=C(C=C(C=C1)F)F)SC[C@@H]3CC3CCN(CC3)CC)=O)N3[C@H](CN(CC3)C(=O)OC(C)(C)C)C